2-[2-(Difluoromethoxy)phenyl]-N-{3-sulfamoyl-4-[4-(trifluoromethyl)-1H-pyrazol-1-yl]phenyl}acetamide FC(OC1=C(C=CC=C1)CC(=O)NC1=CC(=C(C=C1)N1N=CC(=C1)C(F)(F)F)S(N)(=O)=O)F